5-cyclobutyl-6-((dimethylamino)methyl)pyridin-2-amine C1(CCC1)C=1C=CC(=NC1CN(C)C)N